CC=1N=C(SC1C(=O)NC1=C2C=NNC2=CC=C1C)NC1=NN(C=C1)CC(N1CCCC1)=O 4-Methyl-N-(5-methyl-1H-indazol-4-yl)-2-((1-(2-oxo-2-(pyrrolidin-1-yl)ethyl)-1H-pyrazol-3-yl)amino)thiazole-5-carboxamide